N[C@@H]1C(CCC[C@H]1C1=C(C2=NC(=CC(=C2S1)NCC=1SC=CC1)Cl)Br)=O (2s,3r)-2-amino-3-(3-bromo-5-chloro-7-((thiophen-2-ylmethyl)amino)thieno[3,2-b]pyridin-2-yl)cyclohexan-1-one